5-(3-amino-1-methyl-1H-pyrazol-5-yl)-2-methyl-isoindolin-1-one NC1=NN(C(=C1)C=1C=C2CN(C(C2=CC1)=O)C)C